3-PHENYLBUTYRIC ACID C1(=CC=CC=C1)C(CC(=O)O)C